CC(CC(C)(C)C)C(C(=O)[O-])CCC(CC(C)(C)C)C 2-(1,3,3-trimethylbutyl)-5,7,7-trimethyloctanoate